N1=CB=CC=C1 1,3-azaborine